C(C)(C)(C)OC(=O)N(CCCCCOC/C=C/C=1C=C2C(=NC1)NC([C@]21CC=2C(=NC=C(C2)C(=O)OC)C1)=O)C Methyl (S,E)-5'-(3-((5-((tert-butoxycarbonyl)(methyl) amino)pentyl)oxy)prop-1-en-1-yl)-2'-oxo-1',2',5,7-tetrahydrospiro[cyclopenta[b]pyridine-6,3'-pyrrolo[2,3-b]pyridine]-3-carboxylate